2-cyclohexyl-2-(3,3-difluorobutyl)-1-ethoxy-3-methoxy-propane C1(CCCCC1)C(COCC)(COC)CCC(C)(F)F